C1(CC1)NC(C(C(C[C@H]1C(NCC1)=O)NC([C@H](CC(C)(C)C)NC(C[C@H](C)C1=CC(=CC=C1)OC(F)F)=O)=O)=O)=O (2S)-N-(4-(Cyclopropylamino)-3,4-dioxo-1-((S)-2-oxopyrrolidin-3-yl)butan-2-yl)-2-((S)-3-(3-(difluoromethoxy)phenyl)butanamido)-4,4-dimethylpentanamid